CC([C@@H](C(=O)O)N1C(C2(CC1)CN(CC2)C(=O)C2[N@](C2)C(C2=CC=CC=C2)(C2=CC=CC=C2)C2=CC=CC=C2)=O)C (2S)-3-methyl-2-(1-oxo-7-((S)-1-tritylaziridine-2-carbonyl)-2,7-diazaspiro[4.4]nonan-2-yl)butanoic acid